N-(5-((2-(2-azabicyclo[2.2.1]heptan-2-yl)ethyl)carbamoyl)-2-methylpyridin-3-yl)-2-(1,5-dimethyl-1H-pyrazol-4-yl)pyrazolo[5,1-b]thiazole-7-carboxamide C12N(CC(CC1)C2)CCNC(=O)C=2C=C(C(=NC2)C)NC(=O)C=2C=NN1C2SC(=C1)C=1C=NN(C1C)C